2,4-Dibenzyltoluol C(C1=CC=CC=C1)C1=C(C=CC(=C1)CC1=CC=CC=C1)C